COC(=O)C=1N=CC(=NC1)C1CN(CC1)C(=O)OC(C)(C)C 2-methylpropan-2-yl 3-[5-(methoxycarbonyl)pyrazin-2-yl]tetrahydropyrrole-1-carboxylate